6-fluoro-1-methyl-2-(4-(methylsulfonyl)phenyl)-5-(piperidin-4-yl)-1H-benzo[d]imidazole hydrochloride Cl.FC=1C(=CC2=C(N(C(=N2)C2=CC=C(C=C2)S(=O)(=O)C)C)C1)C1CCNCC1